ClC=1C=C2C(=CC1)N(C([C@@]21C[C@@H](N[C@@H](C1)C=1N=NN(C1)C)C)=O)CC1=CC=C(C=C1)OC (2'S,3R,6'S)-5-chloro-1-[(4-methoxyphenyl)methyl]-2'-methyl-6'-(1-methyltriazol-4-yl)spiro[indoline-3,4'-piperidine]-2-one